4-tert-butyl-2-(2-pyridyl)oxazoline C(C)(C)(C)C1N=C(OC1)C1=NC=CC=C1